N-[6-(2-chloro-5-fluorophenyl)-2-methyl-8-oxo-3-vinyl-7,8-dihydro-6H-pyrrolo[4,3-g]indazol-5-yl]-5-fluoro-3-(trifluoromethyl)benzamide ClC1=C(C=C(C=C1)F)C1NC(C2=C1C(=CC1=C(N(N=C21)C)C=C)NC(C2=CC(=CC(=C2)F)C(F)(F)F)=O)=O